C(C)OC(=O)C=1C(NC(NC1C)=S)C1=CC(=C(C(=C1)OC)OC(\C=C\C1=CC=CC=C1)=O)Br (E)-ethyl-4-(3-bromo-4-(cinnamoyloxy)-5-methoxyphenyl)-6-methyl-2-thioxo-1,2,3,4-tetrahydropyrimidine-5-carboxylate